ClC1=C(C=C(C=C1)F)C1CCN(CC1)C(=O)C1=NNC=2CN(CCC21)C(=O)OC(C)(C)C tert-butyl 3-(4-(2-chloro-5-fluorophenyl)piperidine-1-carbonyl)-4,5-dihydro-1H-pyrazolo[3,4-c]pyridine-6(7H)-carboxylate